C(C)(C)(C)OC(=O)C=1N=NN2C1C=C(C=C2)C(C(F)(F)F)(F)F.FC2=C(C=CC=C2)CCC(=O)N 3-[2-(fluoro)phenyl]propanamide tert-butyl-5-(1,1,2,2,2-pentafluoroethyl)triazolo[1,5-a]pyridine-3-carboxylate